4-(4-methylpiperazin-1-yl)butyric acid hydrochloride Cl.CN1CCN(CC1)CCCC(=O)O